C(C)(=O)N1C(CN(CC1)C(C=C)=O)C1=CC(=NC(=C1)Cl)C1=CC=N[C@@H](N1C)C(F)(F)F (R)-6-(4-(1-acetyl-4-acryloylpiperazin-2-yl)-6-chloropyridin-2-yl)-N-methyl-2-(trifluoromethyl)pyrimidine